ClC=1C=C(CNC2=C3C(=NC(=N2)C)N(N=C3)[C@H]3[C@@H]([C@@H]([C@H](O3)COCP(O)(O)=O)O)O)C=CC1 ((((2R,3S,4R,5R)-5-(4-((3-chlorobenzyl)amino)-6-methyl-1H-pyrazolo[3,4-d]pyrimidin-1-yl)-3,4-dihydroxytetrahydrofuran-2-yl)methoxy)methyl)phosphonic acid